2'-chloro-N-(6-(1,4-dimethyl-1H-1,2,3-triazol-5-yl)thiazolo[4,5-c]pyridin-2-yl)-5'-methoxy-6-(4-methyl-8-oxo-4,7-diazaspiro[2.5]oct-7-yl)-[4,4'-bipyridine]-3-carboxamide ClC1=NC=C(C(=C1)C1=C(C=NC(=C1)N1CCN(C2(CC2)C1=O)C)C(=O)NC=1SC2=C(C=NC(=C2)C2=C(N=NN2C)C)N1)OC